7-aza-1-hydroxy-1,2,3-benzotriazole ON1N=NC2=C1N=CC=C2